NC1=C(N=CC(=N1)N1CCC2(CC1)[C@@H](C1=CC(=CC=C1C2)N2C=CC=C2)N)SC2=C(C(=NC=C2)N)Cl (S)-1'-(6-amino-5-((2-amino-3-chloropyridin-4-yl)thio)pyrazin-2-yl)-6-(1H-pyrrol-1-yl)-1,3-dihydro-spiro[indene-2,4'-piperidin]-1-amine